C(CCCCCCCCC)(=O)OC(CN(CC(CCCCCCCC)OC(CCCCCCCCC)=O)CCCN(C)C)CCCCCCCC ((3-(dimethylamino)propyl)azanediyl)bis(decane-1,2-diyl) bis(decanoate)